6-((4-((2-fluoro-4-methoxybenzyl)oxy)-3-methoxyphenyl)amino)-3-morpholino-quinoxaline-5-carbonitrile FC1=C(COC2=C(C=C(C=C2)NC2=C(C=3N=C(C=NC3C=C2)N2CCOCC2)C#N)OC)C=CC(=C1)OC